2-((4-(2-(4-chloro-2-fluorophenyl)-4-fluoro-2H-chromen-8-yl)piperidin-1-yl)methyl)-3-(((S)-oxabutan-2-yl)methyl)-3H-imidazo[4,5-b]pyridine-5-carboxylic acid ClC1=CC(=C(C=C1)C1OC2=C(C=CC=C2C(=C1)F)C1CCN(CC1)CC1=NC=2C(=NC(=CC2)C(=O)O)N1C[C@@H](O)CC)F